(2-(1-(1-(4-fluorophenyl)ethyl)-1H-indol-2-yl)-3-methylimidazo[1,2-a]pyridin-7-yl)methanon FC1=CC=C(C=C1)C(C)N1C(=CC2=CC=CC=C12)C=1N=C2N(C=CC(=C2)C=O)C1C